(4-Methoxyphenyl)-1-(naphthalen-1-ylsulfonyl)-1H-1,2,4-triazole-3,5-diamine COC1=CC=C(C=C1)NC1=NN(C(=N1)N)S(=O)(=O)C1=CC=CC2=CC=CC=C12